C(C)OC(=O)C1=CC2=C(N=C(S2)Cl)N1C 2-chloro-4-methyl-4H-pyrrolo[2,3-d]thiazole-5-carboxylic acid ethyl ester